(4R,5R)-4-hydroxy-5-methyl-1-{[4-(4-methylphenoxy)phenyl]methyl}pyrrolidin-2-one O[C@@H]1CC(N([C@@H]1C)CC1=CC=C(C=C1)OC1=CC=C(C=C1)C)=O